ClC1=CC=C(C=C1)[C@@]1(N(C(C2=CC(=CC=C12)C(C)(C)O)=O)CC1=CC=C(C=C1)Cl)OCCCO (3R)-3-(4-chlorophenyl)-2-[(4-chlorophenyl)methyl]-6-(2-hydroxypropan-2-yl)-3-(3-hydroxypropoxy)-2,3-dihydro-1H-isoindol-1-one